C(#C)C1=C2C(=CC(=CC2=CC=C1F)O)C1=C(C=2N=C(N=C(C2C=N1)N(C[C@H]1NCCCC1)C)N1CCN(CC1)C)F (S)-5-ethynyl-6-fluoro-4-(8-fluoro-4-(methyl(piperidin-2-ylmethyl)amino)-2-(4-methylpiperazin-1-yl)pyrido[4,3-d]pyrimidin-7-yl)naphthalen-2-ol